1-(2-oxo-2-(5-(pyridin-4-yl)isoindolin-2-yl)ethyl)-1H-1,2,4-triazole-3-carbonitrile O=C(CN1N=C(N=C1)C#N)N1CC2=CC=C(C=C2C1)C1=CC=NC=C1